OCCNCCNC(OCC[Si](C)(C)C)=O 2-(trimethylsilyl)ethyl (2-((2-hydroxy ethyl)amino)ethyl)carbamate